Nicotinic acid 6-oxo-1-propyl-8-[1-(3-trifluoromethyl-benzyl)-1H-pyrazol-4-yl]-1,6-dihydro-purin-7-ylmethyl ester O=C1C=2N(C(=NC2N=CN1CCC)C=1C=NN(C1)CC1=CC(=CC=C1)C(F)(F)F)COC(C1=CN=CC=C1)=O